1-(4-{7-[2-(4-Chloro-phenyl)-1,1-dimethyl-ethylamino]-1-isopropyl-1H-pyrazolo[4,3-d]pyrimidin-5-yl}-piperazin-1-yl)-ethanon ClC1=CC=C(C=C1)CC(C)(C)NC=1C2=C(N=C(N1)N1CCN(CC1)C(C)=O)C=NN2C(C)C